OCC1CCC2(C1)CCN(CC2)C=2C=C1CN(C(C1=CC2)=O)C2C(NC(CC2)=O)=O 3-[5-[3-(hydroxymethyl)-8-azaspiro[4.5]decan-8-yl]-1-oxo-isoindolin-2-yl]piperidine-2,6-dione